C12(CC(C1)C2)N2C(C(N(CC2)CC2=CC=C(C=C2)Br)=O)=O 1-(bicyclo[1.1.1]pentan-1-yl)-4-(4-bromobenzyl)piperazine-2,3-dione